C(C)(C)(C)OC(=O)N1C[C@@H](CCC1)NC1=NN=C(C2=C1CCCCC2)C2=C(C=C(C=C2)C)OC (R)-3-((4-(2-methoxy-4-methylphenyl)-6,7,8,9-tetrahydro-5H-cyclohepta[d]pyridazine-1-yl)amino)piperidine-1-carboxylic acid tert-butyl ester